C(C)N1CCC(CC1)C1=C(NC2=CC=CC=C12)CC 3-(1-ethylpiperidin-4-yl)-2-ethyl-1H-indole